8-oxo-3-azabicyclo[4.2.0]octane O=C1CC2CCNCC12